C(C)(C)(C)OC(N[C@H](C(=O)NC1=C(C=CC(=C1)Cl)C(C1=CC=CC=C1)=O)[C@H](CC)C)=O ((2s,3s)-1-((2-benzoyl-5-chlorophenyl)amino)-3-methyl-1-oxopent-2-yl)carbamic acid tert-butyl ester